methyl 1-(oxetan-3-yl)pyrazole-3-carboxylate O1CC(C1)N1N=C(C=C1)C(=O)OC